C1(CC1)CN(C(=O)C=1N=C(NC1)[C@H]1N(C[C@@H](C1)O)C(C(C(C)C)C1=CC(=NO1)OC)=O)CC1=CC=C(C=C1)C1=C(N=CS1)C N-(cyclopropylmethyl)-2-[(2S,4R)-4-hydroxy-1-[2-(3-methoxy-1,2-oxazol-5-yl)-3-methylbutanoyl]pyrrolidin-2-yl]-N-[[4-(4-methyl-1,3-thiazol-5-yl)phenyl]methyl]-1H-imidazole-4-carboxamide